1-(2-acryloyl-2-azaspiro[3.3]heptan-6-yl)-3-(2,6-dichloro-3,5-dimethoxyphenyl)-7-(methylamino)-3,4-dihydropyrimido[4,5-d]pyrimidin-2(1H)-one C(C=C)(=O)N1CC2(C1)CC(C2)N2C(N(CC=1C2=NC(=NC1)NC)C1=C(C(=CC(=C1Cl)OC)OC)Cl)=O